N-(β-methoxyethyl)para-phenylene-diamine COCCNC1=CC=C(C=C1)N